ethylmercapto thioformyl sulfide C(=S)SSCC